phenoxybenzo-oxazole O(C1=CC=CC=C1)C=1OC2=C(N1)C=CC=C2